CCCCCCCCCCCCCCCCCCCCC(=O)O[C@H](COCCCCCCCCCCCCCCCCCCCC)COP(=O)(O)OC[C@H](CO)O 1-eicosyl-2-heneicosanoyl-glycero-3-phospho-(1'-sn-glycerol)